C(C)N(CC)C[Si](C1=CC=C(C=C)C=C1)(OCC)OCC 4-(diethylaminomethyldiethoxysilyl)styrene